4-(((((1-(2-(dimethylamino)acetyl)-4-Fluoropiperidin-4-yl)methyl)amino)-3-nitrophenyl)sulfonyl)-6-(2-(2-(2-isopropylphenyl)pyrrolidin-1-yl)-7-Azaspiro[3.5]nonan-7-yl)nicotinamide CN(CC(=O)N1CCC(CC1)(F)CNC1=C(C=CC=C1[N+](=O)[O-])S(=O)(=O)C1=CC(=NC=C1C(=O)N)N1CCC2(CC(C2)N2C(CCC2)C2=C(C=CC=C2)C(C)C)CC1)C